CN1CC(NCC1)=O 4-methyl-2-oxopiperazin